C(C)NCC(=O)O.[N] nitrogen ethyl-glycine